C(C)(C)(C)OC(=O)N1CCC(CC1)CN1C[C@@H](CC1=O)CN1CCN(CC1)C(=O)OCC1=CC=CC=C1 benzyl 4-[[(3S)-1-[(1-tert-butoxycarbonyl-4-piperidyl)methyl]-5-oxo-pyrrolidin-3-yl]methyl]piperazine-1-carboxylate